3-[(1-methoxy-1-oxopent-2-yl)carbamoyl]-3-{[(4-nitrophenyl)carbamoyl]amino}propanoic acid COC(C(CCC)NC(=O)C(CC(=O)O)NC(NC1=CC=C(C=C1)[N+](=O)[O-])=O)=O